CN(C1[NH+](C=CC(N1C)CO)C)C 2-dimethylamino-4-hydroxymethyl-1,3-dimethyl-1,4-dihydropyrimidinium